OC1(CCNCC1)CN1C=NC=2C(C1=O)=NN(C2C=2C=C(C#N)C=CC2)C 3-(6-((4-Hydroxypiperidin-4-yl)methyl)-2-methyl-7-oxo-6,7-dihydro-2H-pyrazolo[4,3-d]pyrimidin-3-yl)benzonitrile